(2S,3R,4R)-1-acetyl-4-amino-N-(2-((tert-butyldimethylsilyl)oxy)ethyl)-2,3-dimethyl-1,2,3,4-tetrahydroquinoline-6-carboxamide C(C)(=O)N1[C@H]([C@@H]([C@H](C2=CC(=CC=C12)C(=O)NCCO[Si](C)(C)C(C)(C)C)N)C)C